N-(6-cyano-1H-indazol-4-yl)-2,2,2-trifluoro-N-(2-(4-(2,2,2-trifluoro-N-((5-(trifluoromethyl)-1H-indol-2-yl)methyl)acetamido)butoxy)ethyl)acetamide C(#N)C1=CC(=C2C=NNC2=C1)N(C(C(F)(F)F)=O)CCOCCCCN(C(C(F)(F)F)=O)CC=1NC2=CC=C(C=C2C1)C(F)(F)F